N-(8-amino-6-(1-ethyl-1H-pyrrole-2-yl)-7-fluoroisoquinolin-3-yl)-4-fluorocyclohexan-1-carboxamide NC=1C(=C(C=C2C=C(N=CC12)NC(=O)C1CCC(CC1)F)C=1N(C=CC1)CC)F